C(C)N1C[C@@H](CCC1)NC=1N=NC(=C(C1)C)C1=C(C=C2C=CNC2=C1)F N-[(3R)-1-ethyl-3-piperidinyl]-6-(5-fluoro-1H-indol-6-yl)-5-methyl-pyridazin-3-amine